C(C)C1=C(C(=CC(=C1N)CC)CC)N 2,4,6-triethylbenzene-1,3-diamine